Natrium citrat-Dihydrat O.O.C(CC(O)(C(=O)[O-])CC(=O)[O-])(=O)[O-].[Na+].[Na+].[Na+]